8-chloro-N-(4-(1-(trifluoromethyl)cyclopropyl)pyridin-2-yl)quinolin-2-amine ClC=1C=CC=C2C=CC(=NC12)NC1=NC=CC(=C1)C1(CC1)C(F)(F)F